C(CC)C1CC2=CC=3CC(CC3C=C2C1)CCC 2,6-dipropyl-1,2,3,5,6,7-hexahydro-s-indacene